NC=1C=CC(=C(C1)NC(CCCC)=O)O N-(5-amino-2-hydroxyphenyl)pentanamide